1-((2-(tert-butyl)cyclohexyl)oxy)butan-2-yl formate C(=O)OC(COC1C(CCCC1)C(C)(C)C)CC